CC/C=C\C/C=C\C/C=C\C/C=C\C/C=C\CCCC(=O)OC methyl all-cis-5,8,11,14,17-eicosapentaenoate